FC1=C(C=CC=C1)C1=CN(C2=CC(=CC=C12)CN1CCC(CC1)C1=NC2=C(N1CC1CC(C1)O)C=CC=C2)C (1s,3s)-3-((2-(1-((3-(2-fluorophenyl)-1-methyl-1H-indol-6-yl)methyl)piperidin-4-yl)-1H-benzo[d]imidazol-1-yl)methyl)cyclobutan-1-ol